2-(2-(4,4-difluoropiperidin-1-yl)-6-Methylpyridin-4-yl)-5-(4-iodo-2-(6-azaspiro[2.5]octan-6-yl)phenyl)-1,3,4-thiadiazole FC1(CCN(CC1)C1=NC(=CC(=C1)C=1SC(=NN1)C1=C(C=C(C=C1)I)N1CCC2(CC2)CC1)C)F